ClC1=C(C=C(C=C1)C1=NN(C=C1)C)CNC1=NN2C(NC(=CC2=S)CCC)=N1 2-[[2-chloro-5-(1-methylpyrazol-3-yl)phenyl]methylamino]-5-propyl-4H-[1,2,4]triazolo[1,5-a]pyrimidine-7-thione